NC/C(/CN1N=CNC1=O)=C/F 1-[(2Z)-2-(aminomethyl)-3-fluoroprop-2-en-1-yl]-5-oxo-1,5-dihydro-4H-1,2,4-triazol